nonyl 3-(3,5-di-tert-butyl-4-hydroxyphenyl)propanoate C(C)(C)(C)C=1C=C(C=C(C1O)C(C)(C)C)CCC(=O)OCCCCCCCCC